3-methylenecyclobutaneformamidine C=C1CC(C1)C(=N)N